ClC1=CNC2=NC=CC(=C21)OC2=C(C=C(C=C2F)NC=2OC[C@@](CN2)(C)COC)F |r| (+/-)-N-{4-[(3-chloro-1H-pyrrolo[2,3-b]pyridin-4-yl)oxy]-3,5-difluorophenyl}-5-(methoxymethyl)-5-methyl-5,6-dihydro-4H-1,3-oxazin-2-amine